C(#N)/C(=C/[O-])/CC#N.[K+] Potassium (E)-2,3-Dicyanoprop-1-en-1-olate